(benzyl-(methyl)amino)-N-(3-methoxyphenyl)-3-methyl-7-(1H-pyrazol-4-yl)pyrazolo[1,5-a]pyrimidine-2-carboxamide C(C1=CC=CC=C1)N(C)C1=NC=2N(C(=C1)C=1C=NNC1)N=C(C2C)C(=O)NC2=CC(=CC=C2)OC